(S)-1-(5-chloro-4-(5,5-dimethyl-5,6-dihydro-4H-pyrrolo[1,2-b]pyrazol-3-yl)pyridin-2-yl)-3-(6-(methylsulfonyl)-6-azaspiro[2.5]oct-1-yl)urea ClC=1C(=CC(=NC1)NC(=O)N[C@H]1CC12CCN(CC2)S(=O)(=O)C)C2=C1N(N=C2)CC(C1)(C)C